CN(C=1C=C(C(=O)NC2CCC(CC2)NC2=CC(=NC3=CC=CC=C23)C(F)(F)F)C=CC1OC)C 3-(dimethylamino)-4-methoxy-N-[(1s,4s)-4-{[2-(trifluoromethyl)quinolin-4-yl]amino}cyclohexyl]benzamide